4-[(3S)-3-amino-3-methylpyrrolidin-1-yl]-5-(3-cyano-5-methoxyphenyl)-N-[(1S)-1-cyclopropylethyl]-6-(trifluoromethyl)pyridine-3-carboxamide N[C@@]1(CN(CC1)C1=C(C=NC(=C1C1=CC(=CC(=C1)OC)C#N)C(F)(F)F)C(=O)N[C@@H](C)C1CC1)C